FC=1C=C2C(CN(C2=CC1)C(=O)OC(C)(C)C)(C)CC(=O)OC Tert-butyl 5-fluoro-3-(2-methoxy-2-oxoethyl)-3-methylindoline-1-carboxylate